6-(4-(difluoromethoxy)phenyl)-4-hydroxy-1-(2-morpholinoethyl)-2-oxo-1,2-dihydro-1,8-naphthyridine-3-carboxamide FC(OC1=CC=C(C=C1)C=1C=C2C(=C(C(N(C2=NC1)CCN1CCOCC1)=O)C(=O)N)O)F